S(N)(OC[C@H]1OC(O[C@@H]1C1=C(C=C(C=C1)Cl)Cl)(C)C)(=O)=O ((4R,5R)-5-(2,4-dichlorophenyl)-2,2-dimethyl-1,3-dioxolan-4-yl)methyl sulfamate